tert-butyl (2-amino-4-fluoro-5-(4-(4-methylpiperazin-1-yl)piperidin-1-yl)phenyl)carbamate NC1=C(C=C(C(=C1)F)N1CCC(CC1)N1CCN(CC1)C)NC(OC(C)(C)C)=O